3-HEXYNAL C(CC#CCC)=O